C(#N)C(C)(C)C1=CC(=NC=C1)C(=O)NC1=CC(=C(C=C1)C)CCC1=NNC(=C1)NC1=NC=CN=C1 4-(2-cyanopropan-2-yl)-N-(4-methyl-3-(2-(5-(pyrazin-2-ylamino)-1H-pyrazol-3-yl)ethyl)phenyl)picolinamide